ClC=1C=C(C=C(C1F)Cl)C1(CC(=NO1)C1=CC(=C(C(=O)NS(=O)C2=C(C=CC=C2)F)C=C1)C)C(F)(F)F 4-(5-(3,5-dichloro-4-fluorophenyl)-5-(trifluoromethyl)-4,5-dihydroisoxazol-3-yl)-N-((2-fluorophenyl)sulfinyl)-2-methylbenzamide